sodium (E)-2-(5-((2,4,6-trimethoxystyrylsulfonyl)methyl)-2-methoxyphenylamino)acetate COC1=C(/C=C/S(=O)(=O)CC=2C=CC(=C(C2)NCC(=O)[O-])OC)C(=CC(=C1)OC)OC.[Na+]